Methyl 2,5-diacetoxy-3-methylbenzoate C(C)(=O)OC1=C(C(=O)OC)C=C(C=C1C)OC(C)=O